ClC1=CC(=C(C=C1)C=1CCCC2=C(C1C1=CC=C(C=C1)C(C1CN(C1)CCCF)F)C=CC(=C2)C(=O)O)F 8-(4-chloro-2-fluorophenyl)-9-(4-(fluoro(1-(3-fluoropropyl)azetidin-3-yl)methyl)phenyl)-6,7-dihydro-5H-benzo[7]annulene-3-carboxylic acid